Pyrazine-2-boronic acid N1=C(C=NC=C1)B(O)O